C(C=C)(=O)N1CC(CC1)C=1C=C(C=C2C=NC=NC12)C1=CC=C(C(=O)NC=2C=NC=CC2)C=C1 4-(8-(1-propenoylpyrrolidin-3-yl)quinazolin-6-yl)-N-(pyridin-3-yl)benzamide